2-amino-8-fluoropyrido[3,4-d]pyrimidin-4(3H)-one NC=1NC(C2=C(N1)C(=NC=C2)F)=O